N-(3-(p-tolyl)propyl)piperidin-4-amine C1(=CC=C(C=C1)CCCNC1CCNCC1)C